3-(5-(4-((2-(methoxymethyl)pyrrolidin-1-yl)methyl)-1-methyl-1H-pyrrolo[2,3-b]pyridin-6-yl)-1-oxoisoindolin-2-yl)piperidine-2,6-dione COCC1N(CCC1)CC1=C2C(=NC(=C1)C=1C=C3CN(C(C3=CC1)=O)C1C(NC(CC1)=O)=O)N(C=C2)C